5-fluoro-N-(2-fluorophenyl)-4-(3-oxo-5,6,7,8-tetrahydro[1,2,4]triazolo[4,3-a]pyridin-2(3H)-yl)-2-[(2S)-pent-2-yloxy]benzamide FC=1C(=CC(=C(C(=O)NC2=C(C=CC=C2)F)C1)O[C@@H](C)CCC)N1N=C2N(CCCC2)C1=O